FC1=C(C#N)C=CC(=C1)C1=CN(C=2N=CN=C(C21)OC=2C=NN(C2)C)CC2NCCC2 2-fluoro-4-(4-((1-methyl-1H-pyrazol-4-yl)oxy)-7-(pyrrolidin-2-ylmethyl)-7H-pyrrolo[2,3-d]pyrimidin-5-yl)benzonitrile